FC(C(=O)NC1=CC=C(C=C1)C(F)(F)F)(F)F 2,2,2-trifluoro-N-(4-trifluoromethylphenyl)acetamide